CC1(OBOC1(C)C)C 4,4,5,5-tetramethyl-1,3,2-dioxaborole